2,3-dimethyl-5-(5-(trifluoromethyl)-4-((2-(trimethylsilyl)ethoxy)methyl)-4H-1,2,4-triazol-3-yl)pyridine 1-oxide CC1=[N+](C=C(C=C1C)C1=NN=C(N1COCC[Si](C)(C)C)C(F)(F)F)[O-]